(S)-1'-(5-((1-methyl-1H-pyrazolo[4,3-b]pyridin-7-yl)thio)-1H-imidazo[4,5-b]pyrazin-2-yl)-1,3-dihydrospiro[indene-2,4'-piperidin]-1-amine CN1N=CC2=NC=CC(=C21)SC=2N=C1C(=NC2)NC(=N1)N1CCC2(CC1)[C@@H](C1=CC=CC=C1C2)N